CN(CCOCC1C(C(N(C1)CC1=CC=C(C=C1)OC)=O)=C)C 4-((2-(dimethylamino)ethoxy)methyl)-1-(4-methoxybenzyl)-3-methylenepyrrolidin-2-one